4-Ethyl-1,2,5-oxadiazole-3-carboxylic acid methyl ester COC(=O)C1=NON=C1CC